C1CC12CCN(CC2)C=2OC1=C(C=C(C=C1C(C2C)=O)F)C(C)NC2=C(C(=O)O)C=CC=C2 2-[1-[2-(6-azaspiro[2.5]octan-6-yl)-6-fluoro-3-methyl-4-oxo-chromen-8-yl]ethylamino]benzoic acid